N[C@H](CCCCNC(C)=C1C(CC(CC1=O)(C)C)=O)C(=O)N1CCOCC1 (R)-2-(1-((5-amino-6-morpholinyl-6-oxohexyl)amino)ethylidene)-5,5-dimethylcyclohexane-1,3-dione